6-(4-(difluoromethoxy)phenyl)-N-(1-(4-fluorophenyl)ethyl)-1-(2-morpholinoethyl)-2-oxo-1,2-dihydro-1,8-naphthyridine-3-carboxamide FC(OC1=CC=C(C=C1)C=1C=C2C=C(C(N(C2=NC1)CCN1CCOCC1)=O)C(=O)NC(C)C1=CC=C(C=C1)F)F